(R)-N-(5-methoxy-8-methylisoquinolin-1-yl)-4-(5-methyl-1,3,4-thiadiazol-2-yl)-N-(piperidin-3-yl)benzamide COC1=C2C=CN=C(C2=C(C=C1)C)N(C(C1=CC=C(C=C1)C=1SC(=NN1)C)=O)[C@H]1CNCCC1